(2-chloropyridin-5-yl)boranediol ClC1=NC=C(C=C1)B(O)O